C(C)(C)(C)C(C(=O)[O-])C(CC)=O.C(C)(C)(C)C(C(=O)[O-])C(CC)=O.C(C)(C)(C)C(C(=O)[O-])C(CC)=O.[Fe+3] iron tris(t-butyl propionylacetate)